1,3-bis(4-hydroxyphenyl)-5-ethyl-7-isopropyl-adamantane OC1=CC=C(C=C1)C12CC3(CC(CC(C1)(C3)C(C)C)(C2)CC)C2=CC=C(C=C2)O